(S)-1-(3-Chloro-4-(6-(1-methylcyclopropoxy)-9-((4-methylpyridin-2-yl)methyl)-9H-purin-8-yl)phenoxy)propan-2-ol ClC=1C=C(OC[C@H](C)O)C=CC1C=1N(C2=NC=NC(=C2N1)OC1(CC1)C)CC1=NC=CC(=C1)C